trans-6-(4-(1-acetyl-4-acryloyl-5-(hydroxymethyl)piperazin-2-yl)-6-chloropyridin-2-yl)-N-methylpyrimidine-4-carboxamide C(C)(=O)N1[C@H](CN([C@@H](C1)CO)C(C=C)=O)C1=CC(=NC(=C1)Cl)C1=CC(=NC=N1)C(=O)NC